benzyl (3-{(1S,3R)-3-[(tert-butylcarbamoyl)oxy]cyclopentyl}-1H-pyrazol-5-yl)carbamate C(C)(C)(C)NC(=O)O[C@H]1C[C@H](CC1)C1=NNC(=C1)NC(OCC1=CC=CC=C1)=O